O1[C@@H](CC1)CN1C(=NC2=C1C=C(C=C2)C(=O)OC)C2CC21CCNCC1 methyl 1-((S)-oxetan-2-ylmethyl)-2-(6-azaspiro[2.5]oct-1-yl)-1H-benzo[d]imidazole-6-carboxylate